[Na+].OC=1C=CC=C(C1)S(=O)(=O)[O-] 5-hydroxy-benzenesulfonic acid sodium salt